C(C(C)C)N(CCC(C=C)=C)CC(C)C 1-diisobutylamino-3-methylenepent-4-ene